C12(CC3CC(CC(C1)C3)C2)SC2=C(C#N)C(=CC=C2)Br 2-(tricyclo[3.3.1.13,7]dec-1-ylsulfanyl)-6-bromo-benzonitrile